1-[4-Chloro-2-(N-(2-hydroxy-2-methylpropyl)anilino)phenyl]-3-phenylprop-2-en-1-one ClC1=CC(=C(C=C1)C(C=CC1=CC=CC=C1)=O)N(C1=CC=CC=C1)CC(C)(C)O